ClC1=C(C(=CC=C1)Cl)N1C=2N(C3=C(C1=O)C=NC(=N3)NC3=CC=C(C=C3)N3CC1N(CC3)CCC1)C=CN2 6-(2,6-dichlorophenyl)-2-{[4-(hexahydropyrrolo[1,2-a]pyrazin-2(1H)-yl)phenyl]amino}imidazo[1,2-a]pyrimido[5,4-e]pyrimidin-5(6H)-one